2-[N-(2-iodobenzoyl)aminoethoxy]ethanol IC1=C(C(=O)NCCOCCO)C=CC=C1